Cl.N1(CCCCC1)CCNC(=N)N 1-(2-(piperidin-1-yl)ethyl)guanidine hydrochloride